C(C)(C)(C)OC(=O)NC/C(/CN1N=CC=C1C(=O)O)=C\F (E)-1-(2-(((tert-butoxycarbonyl)amino)methyl)-3-fluoroallyl)-1H-pyrazole-5-carboxylic acid